FC=1C(=NN(C1)CC1=CC=C(C=C1)OC)N 4-Fluoro-1-[(4-methoxyphenyl)methyl]pyrazol-3-amine